3-tertbutyl-salicylaldehyde C(C)(C)(C)C1=C(C(C=O)=CC=C1)O